9,9',9''-((5-(dibenzo[b,d]furan-4-yl)-4-(2-(4,6-diphenyl-1,3,5-triazin-2-yl)phenyl)pyridine-2,3,6-triyl)tris(benzene-4,1-diyl))tris(3-methyl-9H-carbazole) C1=CC=C(C=2OC3=C(C21)C=CC=C3)C=3C(=C(C(=NC3C3=CC=C(C=C3)N3C2=CC=CC=C2C=2C=C(C=CC32)C)C3=CC=C(C=C3)N3C2=CC=CC=C2C=2C=C(C=CC32)C)C3=CC=C(C=C3)N3C2=CC=CC=C2C=2C=C(C=CC32)C)C3=C(C=CC=C3)C3=NC(=NC(=N3)C3=CC=CC=C3)C3=CC=CC=C3